benzyloxyphenyl-silane methyl-2-hydroxypyridine-3-carboxylate COC(=O)C=1C(=NC=CC1)O.C(C1=CC=CC=C1)O[SiH2]C1=CC=CC=C1